L-histidine lithium salt [Li+].N[C@@H](CC1=CNC=N1)C(=O)[O-]